[N+](=O)([O-])C=1C=CC=C2C(=NNC12)C#N 7-nitro-1H-indazole-3-carbonitrile